Ethyl 8-fluoro-3-nitroimidazo[1,2-a]pyridine-2-carboxylate FC=1C=2N(C=CC1)C(=C(N2)C(=O)OCC)[N+](=O)[O-]